NC1=NC=C(C=2C1=CN(N2)C2OCCCC2)NC(=O)C(=O)N(CC2=C(C=CC=C2)C(F)(F)F)C(C)C N-(4-amino-2-tetrahydropyran-2-yl-pyrazolo[4,3-c]pyridin-7-yl)-N'-isopropyl-N'-[[2-(trifluoromethyl)phenyl]methyl]oxamide